(2-(3,3,3-Trifluoropropoxy)pyridin-4-yl)methanamine dihydrochloride Cl.Cl.FC(CCOC1=NC=CC(=C1)CN)(F)F